(R)-2-(N-(4-amino-5-benzoyl-thiazol-2-yl)-2-fluoro-anilino)propanamide NC=1N=C(SC1C(C1=CC=CC=C1)=O)N(C1=C(C=CC=C1)F)[C@@H](C(=O)N)C